Cl.O[C@@H]1[C@H](NCC1)C(=O)O (2S,3S)-3-hydroxypyrrolidine-2-carboxylic acid HCl salt